FC1(CC(C(CC1)C1=NC=CC(=C1C1=NN(C=C1C(=O)N)C(F)F)C1=C(C=CC(=C1)F)F)C([2H])([2H])[2H])F (2-(anti-4,4-difluoro-2-(methyl-d3)cyclohexyl)-4-(2,5-difluorophenyl)pyridin-3-yl)-1-(difluoromethyl)-1H-pyrazole-4-carboxamide